N(=C=O)CC1CC(CC(C1)(C)C)C Isocyanatomethyl-3,5,5-trimethylcyclohexane